[1,1'-bis(2-indenyl)methyl]titanium dichloride [Cl-].[Cl-].C1C(=CC2=CC=CC=C12)C(C=1CC2=CC=CC=C2C1)[Ti+2]